benzyl 5-oxo-piperazine-1-carboxylate O=C1NCCN(C1)C(=O)OCC1=CC=CC=C1